4-(5-Fluoro-6-(1H-indol-2-yl)pyridin-3-yl)morpholine FC=1C=C(C=NC1C=1NC2=CC=CC=C2C1)N1CCOCC1